ClC=1C=C(OCCC(=O)NC23CC(C2)(C3)NC(COC3=CC(=C(C=C3)Cl)Cl)=O)C=CC1 3-(3-chlorophenoxy)-N-{3-[2-(3,4-dichlorophenoxy)acetylamino]bicyclo-[1.1.1]pentan-1-yl}propanamide